tert-Butyl (3S,5S)-1-(5-amino-7-fluoro-1-(2-methoxyethyl)-1H-indazol-4-yl)-5-(hydroxymethyl)pyrrolidin-3-ylcarbamate NC=1C(=C2C=NN(C2=C(C1)F)CCOC)N1C[C@H](C[C@H]1CO)NC(OC(C)(C)C)=O